CN(C1(CC1)CN1N=CC2=CC(=C(C=C12)C=1C2=C(C(N(C1)C)=O)NC(=C2)C(=O)NCC)OC2=C(C=CC=C2C)C)C 4-(1-((1-(dimethylamino)cyclopropyl)methyl)-5-(2,6-dimethylphenoxy)-1H-indazol-6-yl)-N-ethyl-6-methyl-7-oxo-6,7-dihydro-1H-pyrrolo[2,3-c]pyridine-2-carboxamide